O=C1NC(CCC1C1=C(C=C(C=C1F)N1CC2(CN(C2)C(=O)OC(C)(C)C)C1)F)=O tert-butyl 6-(4-(2,6-dioxopiperidin-3-yl)-3,5-difluorophenyl)-2,6-diazaspiro[3.3]heptane-2-carboxylate